CN1N=C(C2=CC=CC=C12)N1C(CCCC1=O)=O 1-methyl-1H-indazol-3-yl-piperidine-2,6-dione